1-(4-(4-(5-(2-chloro-6-(trifluoromethyl)phenyl)-4,5-dihydroisoxazol-3-yl)thiazol-2-yl)piperidin-1-yl)-2-((6-(trifluoromethyl)pyrimidin-4-yl)oxy)ethan-1-one ClC1=C(C(=CC=C1)C(F)(F)F)C1CC(=NO1)C=1N=C(SC1)C1CCN(CC1)C(COC1=NC=NC(=C1)C(F)(F)F)=O